[Pd].[Pt].[Ag].[Au].[Cu] copper gold silver platinum palladium